tert-butyl-7-(3-fluoro-7,7-dimethyl-5,8-dihydropyrano[4,3-b]pyridin-2-yl)-2,7-diazaspiro[3.4]octane-2-carboxylate C(C)(C)(C)OC(=O)N1CC2(C1)CCN(C2)C2=C(C=C1C(=N2)CC(OC1)(C)C)F